1,3,5-trimethylbenzenesulfonate CC1(CC(=CC(=C1)C)C)S(=O)(=O)[O-]